CN1N=NC2=C1C=CC(=C2C)CC(C(=O)[O-])(C)C 3-(1,4-dimethyl-1H-benzo[d][1,2,3]triazol-5-yl)-2,2-dimethylpropanoate